(phenoxymethyl)spiro[cyclopropane-1,5'-inden]-7'(6'H)-one O(C1=CC=CC=C1)CC=1C=CC2=CC3(CC(C12)=O)CC3